[NH+]1=C(C=CC=C1)C1=[NH+]C=CC=C1 2,2'-bipyridylium